5-cyclopropyl-N-[3-[2-(4-fluoroanilino)-1-methyl-2-oxo-ethyl]-1-bicyclo[1.1.1]pentanyl]isoxazole-3-carboxamide C1(CC1)C1=CC(=NO1)C(=O)NC12CC(C1)(C2)C(C(=O)NC2=CC=C(C=C2)F)C